FC(CN1C=C(C(C(=C1C)C1=CC=C(C=C1)F)=O)C(=O)NC1=CC=C(C=C1)OC1=CC=NC2=CC(=CN=C12)OC)F 1-(2,2-Difluoroethyl)-5-(4-fluorophenyl)-N-[4-[(7-methoxy-1,5-naphthyridin-4-yl)oxy]phenyl]-6-methyl-4-oxopyridine-3-carboxamide